C(#N)/C(/C(=O)N[C@H](C)C1=CC(=C(C=C1)OC)OC)=C\C1=CNC2=NC=CC=C21 (R,E)-2-cyano-N-(1-(3,4-dimethoxyphenyl)ethyl)-3-(1H-pyrrolo[2,3-b]pyridin-3-yl)acrylamide